2-methyl-N-[(1R)-5-(5-methyl-1,2,4-oxadiazol-3-yl)-2,3-dihydro-1H-inden-1-yl]propane-2-sulfinamide CC(C)(C)S(=O)N[C@@H]1CCC2=CC(=CC=C12)C1=NOC(=N1)C